Tri(n-octyl)Amine CCCCCCCCN(CCCCCCCC)CCCCCCCC